Benzyl 4-(3,3-difluorocyclobutane-1-carbonyl)piperazine-1-carboxylate FC1(CC(C1)C(=O)N1CCN(CC1)C(=O)OCC1=CC=CC=C1)F